C(C)(=O)[O-].C(C)(=O)[O-].[Na+].CNCC(=O)O.[Na+] methyl-glycine sodium diacetate